C(C)(C)(C)OC(=O)N[C@H]1C[C@@H]2C[C@@]2(C[C@H]2CC[C@H](N2C1=O)C(=O)O)C (1R,3R,5S,7S,10S)-7-{[(tert-butoxy)carbonyl]amino}-3-methyl-8-oxo-9-azatricyclo[7.3.0.03,5]dodecane-10-carboxylic acid